(R)-6-chloro-2-hydroxy-N,N-dimethyl-3-((2-(((1-methylcyclopentyl)(3-methylpyridin-2-yl)methyl)amino)-3,4-dioxocyclobut-1-en-1-yl)amino)benzamide ClC1=CC=C(C(=C1C(=O)N(C)C)O)NC1=C(C(C1=O)=O)N[C@@H](C1=NC=CC=C1C)C1(CCCC1)C